ClC1=C2C=NN(C2=C(C=C1)C(=O)NC1CC2(CCC2)C1)CC1=CC=C(C=C1)N1CC(CC1)(F)F 6-(4-Chloro-1-(4-(3,3-difluoropyrrolidin-1-yl)benzyl)-1H-indazol-7-carboxamido)spiro-[3.3]heptan